C(C)(C)(C)OC(=O)N1C(C2=C(C=CC(=C2C1)C1=CN=C2N1C=CC(=C2)F)NC2=NC(=C(C=C2)[C@@H]2C[C@H](CC2)O)CN(C)C)=O 7-((6-((dimethylamino)methyl)-5-((1S,3S)-3-hydroxycyclopentyl)pyridin-2-yl)amino)-4-(7-fluoroimidazo[1,2-a]pyridin-3-yl)-1-oxoisoindoline-2-carboxylic acid tert-butyl ester